(chloropropyl)phosphat ClCCCOP(=O)([O-])[O-]